tert-butyl (7-(5-fluoro-6-(1-hydroxypropyl)-4-methylpyridin-3-yl)-2,6-naphthyridin-3-yl)(methyl)carbamate FC=1C(=C(C=NC1C(CC)O)C1=NC=C2C=C(N=CC2=C1)N(C(OC(C)(C)C)=O)C)C